7-bromo-4-(hydroxymethyl)-1H-indole-3-carbonitrile BrC=1C=CC(=C2C(=CNC12)C#N)CO